tert-butyl (2S,4R)-2-(4-(4-(5-bromo-1-methyl-1H-imidazole-2-carboxamido)-2-chlorobenzoyl)piperazine-1-carbonyl)-4-hydroxypyrrolidine-1-carboxylate BrC1=CN=C(N1C)C(=O)NC1=CC(=C(C(=O)N2CCN(CC2)C(=O)[C@H]2N(C[C@@H](C2)O)C(=O)OC(C)(C)C)C=C1)Cl